C(C(C(=O)[O-])O)(C(=O)O)O The molecule is a tartaric acid anion that is the conjugate base of 2,3-dihydroxybutanedioic acid. It has a role as a plant metabolite and a human xenobiotic metabolite. It is a conjugate base of a 2,3-dihydroxybutanedioic acid. It is a conjugate acid of a 2,3-dihydroxybutanedioate.